Ditin-cobalt disulfide [Co](=S)=S.[Sn].[Sn]